FC1=CC(=NN1)OCCC1(CC1)C(F)(F)F 5-fluoro-3-[2-[1-(trifluoromethyl)cyclopropyl]ethoxy]-1H-pyrazole